NN1CCN(CC1)C1=CC=CC=2OCC(OC21)O 5-(4-aminopiperazin-1-yl)-3-hydroxy-2,3-dihydro-1,4-benzodioxine